ClC1=C(C(=O)NC2=C3C=NN(C3=CC=C2)C=2C=NC(=CC2)C(F)(F)F)C=C(C=C1)CNC(=O)C1(CC1)O 2-Chloro-5-({[(1-hydroxycyclopropyl)carbonyl]amino}methyl)-N-{1-[6-(trifluoromethyl)pyridin-3-yl]-1H-indazol-4-yl}benzamide